2,3-dimethyl-1,4-diaminonaphthalene CC1=C(C2=CC=CC=C2C(=C1C)N)N